(phenyl)di(butyl)indolocarbazolyl-(phenyl)(terphenylyl)[(phenyl)di(tert-butyl)indolocarbazolyl]triazine C1(=CC=CC=C1)C=1C(=C(C(=C2C1N=C1C=CC3=C4C=CC=CC4=NC3=C12)N1NN=C(C(=C1C1=CC=CC=C1)C1=C(C=CC=C1)C=1C(=CC=CC1)C1=CC=CC=C1)C1=C2C(=C(C(=C1C(C)(C)C)C(C)(C)C)C1=CC=CC=C1)N=C1C=CC3=C4C=CC=CC4=NC3=C12)CCCC)CCCC